1-bromoimidazo[1,5-a]pyridine-7-carboxylic acid ethyl ester C(C)OC(=O)C1=CC=2N(C=C1)C=NC2Br